4-[1-(2-chloro-4-nitro-phenoxy)ethyl]thiazole ClC1=C(OC(C)C=2N=CSC2)C=CC(=C1)[N+](=O)[O-]